C(C)(C)(C)[Si](OCCN1C[C@H](CCC1)N1N=CC(=C1)C=1C=C(C=2N(C1)N=CC2C#N)S[C@@H](CC)C)(C)C 6-[1-[(3S)-1-[2-[tertbutyl(dimethyl)silyl]oxyethyl]-3-piperidyl]pyrazol-4-yl]-4-[(1R)-1-methylpropyl]sulfanyl-pyrazolo[1,5-a]pyridine-3-carbonitrile